7-methylisoindole-1,3-dione CC=1C=CC=C2C(NC(C12)=O)=O